C1(=CC=CC=C1)C=1N=C(C2=C(N1)C1=C(O2)C=CC=C1)C1=CC=CC=C1 2,4-diphenylbenzofuro[3,2-d]pyrimidine